O=C1NC(CCC1N1C(N(C2=C1C=CC=C2C=2CCN(CC2)C(=O)OC(C)(C)C)C)=O)=O Tert-butyl 4-[1-(2,6-dioxopiperidin-3-yl)-3-methyl-2-oxo-1,3-benzodiazol-4-yl]-3,6-dihydro-2H-pyridine-1-carboxylate